NC1=NN2C(C=C(C=C2)C=2C(=CC(=C(C(=O)NCCC(C3=CC=C(C=C3)C(F)(F)F)O)C2)C)F)=N1 5-(2-amino-[1,2,4]triazolo[1,5-a]pyridin-7-yl)-4-fluoro-N-(3-hydroxy-3-(4-(trifluoromethyl)phenyl)propyl)-2-methylbenzamide